C(C1=CC=CC=C1)NNC(=O)OC(C)(C)C tert-butyl 2-benzylhydrazine-carboxylate